5-(tert-butyl)-N-(4-(tert-butyl)phenyl-2,3,5,6-d4)benzofuran-2,4,6,7-d4-3-amine C(C)(C)(C)C1=C(C(=C2C(C(=C(O2)[2H])NC2=C(C(=C(C(=C2[2H])[2H])C(C)(C)C)[2H])[2H])=C1[2H])[2H])[2H]